N1C(CCCC1)=O racemic-piperidinone